NC1=CC(=C(C=C1)NC(=O)C=1N=CSC1)C N-(4-amino-2-methylphenyl)thiazole-4-carboxamide